COC(\C(=C\OC)\C1=C(C=CC=C1)CSC(=NC1=CC=C(C=C1)OC)C1CC1)=O (2E)-2-{2-[({Cyclopropyl[(4-methoxyphenyl)imino]methyl}sulfanyl)methyl]phenyl}-3-methoxyacrylic acid methyl ester